((2R,3S,4R,5R)-5-(4-aminopyrrolo[2,1-f][1,2,4]triazin-7-yl)-5-cyano-3,4-dihydroxytetrahydrofuran-2-yl)methyl ((3,3-difluorocyclobutyl)methyl) carbonate C(OC[C@H]1O[C@@]([C@@H]([C@@H]1O)O)(C#N)C1=CC=C2C(=NC=NN21)N)(OCC2CC(C2)(F)F)=O